{4-(naphthalen-2-yl)phenyl}-(1,1':2',1'':2'',1'''-quaterphenyl-5'-yl)-(9,9'-spirobi[fluoren]-2-yl)amine C1=C(C=CC2=CC=CC=C12)C1=CC=C(C=C1)N(C1=CC=2C3(C4=CC=CC=C4C2C=C1)C1=CC=CC=C1C=1C=CC=CC13)C1=CC=C(C(=C1)C1=CC=CC=C1)C=1C(=CC=CC1)C1=CC=CC=C1